2-[2-[(5-(6-chloropyridin-2-yl)-1,2,4-oxadiazol-3-yl)methylene]hydrazino]-5-(trifluoromethyl)-pyridine ClC1=CC=CC(=N1)C1=NC(=NO1)C=NNC1=NC=C(C=C1)C(F)(F)F